Methyl (R)-(1-(4-fluoro-3-(trifluoromethyl)phenyl)cyclopropyl)((2-methyl pyrrolidin-2-yl)methyl)carbamate FC1=C(C=C(C=C1)C1(CC1)N(C(OC)=O)C[C@@]1(NCCC1)C)C(F)(F)F